methyl 3-acetamido-4-(1,3-dioxolan-2-yl)benzoate C(C)(=O)NC=1C=C(C(=O)OC)C=CC1C1OCCO1